1-(9Z-octadecenoyl)-2-(11Z-octadecenoyl)-sn-glycero-3-phosphocholine CCCCCCCC/C=C\CCCCCCCC(=O)OC[C@H](COP(=O)([O-])OCC[N+](C)(C)C)OC(=O)CCCCCCCCC/C=C\CCCCCC